C(N)(=O)[C@H]1N2C(N([C@H](CC1)C2)OS(=O)(=O)OCC2(CCCC2)C(=O)OCC)=O ethyl 1-((((((1R,2S,5R)-2-carbamoyl-7-oxo-1,6-diazabicyclo[3.2.1]octan-6-yl)oxy)sulfonyl)oxy)methyl)cyclopentane-1-carboxylate